ClC1=CC=C(C=C1)[C@@]1(N(C(C2=CC(=CC(=C12)F)C(CC)(C=1N=CN(C1)C)O)=O)CC1=CC=C(C#N)C=C1)OCC1(CC1)CO 4-{[(1R)-1-(4-Chlorophenyl)-7-fluoro-5-[1-hydroxy-1-(1-methyl-1H-imidazol-4-yl)propyl]-1-{[1-(hydroxymethyl)cyclopropyl]methoxy}-3-oxo-2,3-dihydro-1H-isoindol-2-yl]methyl}benzonitril